methyl-di(oct-7-en-1-yl)aluminum C[Al](CCCCCCC=C)CCCCCCC=C